(S)-3-hydroxypiperidine-1-carboxylate O[C@@H]1CN(CCC1)C(=O)[O-]